(R)-6-ethyl-7-methoxy-4-(2-phenylazetidin-1-yl)quinazoline C(C)C=1C=C2C(=NC=NC2=CC1OC)N1[C@H](CC1)C1=CC=CC=C1